titanium aluminum phosphate salt P(=O)([O-])([O-])[O-].[Al+3].[Ti+4]